bis-(4-cyclohexylphenyl)iodonium hexafluoropropanesulfonate FC(C(C(S(=O)(=O)[O-])(F)F)(F)F)F.C1(CCCCC1)C1=CC=C(C=C1)[I+]C1=CC=C(C=C1)C1CCCCC1